tert-butyl N-(4-((6,7-dimethoxy-4-oxo-3,4-dihydrophthalazin-1-yl) methyl) phenyl)-N-methylsulfamoylcarbamate COC=1C=C2C(NN=C(C2=CC1OC)CC1=CC=C(C=C1)N(C(OC(C)(C)C)=O)S(NC)(=O)=O)=O